triphenylphosphine bis(trifluoromethanesulfonyl)imide salt [N-](S(=O)(=O)C(F)(F)F)S(=O)(=O)C(F)(F)F.C1(=CC=CC=C1)P(C1=CC=CC=C1)C1=CC=CC=C1